sulfate hemihydrate O.S(=O)(=O)(O)O.S(=O)(=O)(O)O